(R)-7-((3-methyl-1H-pyrazol-1-yl)methyl)-2-(1H-pyrazol-4-yl)-4,5,7,8-tetrahydro-3-oxa-1-thia-5a,8-diazabenzo[cd]azulen-9(6H)-one CC1=NN(C=C1)C[C@H]1CN2C=3C(=C(SC3C(N1)=O)C=1C=NNC1)OCC2